N-(1-ethoxy-1-oxo-4-phenyl-2-butyl)alanyl-proline C(C)OC(C(CCC1=CC=CC=C1)N[C@@H](C)C(=O)N1[C@@H](CCC1)C(=O)O)=O